2-((1-(2,7-dimethyl-3-(2-methyl-3-oxoisoindolin-5-yl)-1-oxo-1,2-dihydroisoquinolin-5-yl)ethyl)amino)benzoic acid CN1C(C2=CC(=CC(=C2C=C1C=1C=C2C(N(CC2=CC1)C)=O)C(C)NC1=C(C(=O)O)C=CC=C1)C)=O